N=1NC(NC1)=S 2,4-dihydro-3H-1,2,4-triazol-3-thion